BrC=1C=C2[C@H](CCOC2=C(C1)NC(=O)NC1=CC=C(C=C1)C)C1=CC=CC=C1 |r| (+/-)-1-(6-bromo-4-phenylchroman-8-yl)-3-(p-tolyl)urea